NC(C)S(=O)(=O)OC(C)CCCCCCCCCCCC.[Na] sodium 2-tetradecyl aminoethanesulfonate